2-chloro-8-(furan-3-yl)-9-(4-(1-isopropyl-4-(trifluoromethyl)-1H-imidazol-2-yl)benzyl)-9H-purine ClC1=NC=C2N=C(N(C2=N1)CC1=CC=C(C=C1)C=1N(C=C(N1)C(F)(F)F)C(C)C)C1=COC=C1